ClC=1C=CC2=C(C(C(CCN2)(F)F)=O)C1 7-chloro-4,4-difluoro-2,3,4,5-tetrahydro-1H-1-benzazepin-5-one